lead-tin-copper-indium [In].[Cu].[Sn].[Pb]